[4-[5-bromo-6-(difluoromethoxy)indazol-2-yl]cyclohexyl]methanol BrC1=CC2=CN(N=C2C=C1OC(F)F)C1CCC(CC1)CO